(±)-(2-Ethyl-pyrrolidin-1-yl)-quinoxalin-6-yl-methanone C(C)[C@H]1N(CCC1)C(=O)C=1C=C2N=CC=NC2=CC1 |r|